3-fluoro-N-(6-methyl-5-(7-(methylamino)-1,6-naphthyridin-3-yl)pyridin-3-yl)-4-(trifluoromethyl)pyridineamide FC=1C(=NC=CC1C(F)(F)F)C(=O)NC=1C=NC(=C(C1)C=1C=NC2=CC(=NC=C2C1)NC)C